C1(=CC=CC=C1)CC (l)-1-phenylethane